C(C)(C)(C)[S@@](=O)N[C@H](CC(=O)OC)C1=NC(=CC(=C1)C1=C(C=CC=C1C)C)C(F)F methyl (R)-3-(((R)-tert-butylsulfinyl)amino)-3-(6-(difluoromethyl)-4-(2,6-dimethylphenyl)pyridin-2-yl)propanoate